CN(S(=O)(=O)CC(C)=O)C N,N-dimethyl-2-oxopropane-1-sulfonamide